ClC1=C(C=CC(=C1)OC(F)(F)F)S(=O)(=O)NC(CN(C)C)C1=CC(=C(C=C1)Cl)Cl 2-chloro-N-(1-(3,4-dichlorophenyl)-2-(dimethylamino)ethyl)-4-(trifluoromethoxy)benzenesulfonamide